O1[C@@H](CC1)CN1C(=NC2=C1C=C(C=C2)C(=O)OC)CN2CCC(CC2)N2N=CC=C2COC2=CC=CC=C2 (S)-methyl 1-(oxetan-2-ylmethyl)-2-((4-(5-(phenoxymethyl)-1H-pyrazol-1-yl)piperidin-1-yl)methyl)-1H-benzo[d]imidazole-6-carboxylate